C(C=C)(=O)OC(CC(=O)O)OC(CC)=O 3-acryloxy-3-propioxypropionic acid